ethyl 3-cyclopropyl-4-(trifluoromethyl)-1H-pyrazole-5-carboxylate C1(CC1)C1=NNC(=C1C(F)(F)F)C(=O)OCC